2-{[(1S)-1-{4-[1-(4-propenoylpiperazin-1-yl)-2-cyclopropylethyl]phenyl}ethyl]amino}-8-ethylpyrido[2,3-d]pyrimidin-7(8H)-one C(C=C)(=O)N1CCN(CC1)C(CC1CC1)C1=CC=C(C=C1)[C@H](C)NC=1N=CC2=C(N1)N(C(C=C2)=O)CC